N-[(5-Chlorothiophen-2-yl)methyl]-1-(4-methyloxan-4-carbonyl)-3-(3-methylpiperidin-3-yl)-1H-pyrazol-5-amin ClC1=CC=C(S1)CNC1=CC(=NN1C(=O)C1(CCOCC1)C)C1(CNCCC1)C